4-(2-hydroxyethoxy)tolylbenzophenone OCCOC1=CC(=C(C=C1)C)C1=C(C(=O)C2=CC=CC=C2)C=CC=C1